N-(4-((2-amino-3-chloropyridin-4-yl)oxy)-3-fluorophenyl)-4-ethoxy-1-(4-fluorophenyl)-2-oxo-1,2-dihydropyridine-3-carboxamide NC1=NC=CC(=C1Cl)OC1=C(C=C(C=C1)NC(=O)C=1C(N(C=CC1OCC)C1=CC=C(C=C1)F)=O)F